1-[(2-ethyl-3,4-dihydro-1H-isoquinolin-6-yl)methyl]-N-{[2-fluoro-3-methoxy-6-(4-methyl-1,2,3-triazol-1-yl)phenyl]methyl}-3-(methoxymethyl)pyrazole-4-carboxamide C(C)N1CC2=CC=C(C=C2CC1)CN1N=C(C(=C1)C(=O)NCC1=C(C(=CC=C1N1N=NC(=C1)C)OC)F)COC